Cl.ClC1=CC=C(CNC(=O)NC2=CC=C(C=C2)CC2CCNCC2)C=C1 1-(4-chlorobenzyl)-3-(4-(piperidin-4-ylmethyl)phenyl)urea hydrochloride